9,10-bis(glycidoxy)anthracene C(C1CO1)OC=1C2=CC=CC=C2C(=C2C=CC=CC12)OCC1CO1